acryloyloxybutyldimethylethyl-ammonium ethylsulfate C(C)OS(=O)(=O)[O-].C(C=C)(=O)OCCCC[N+](CC)(C)C